C1(CC1)C1=C(C=C(C=C1)OC)OC 1-Cyclopropyl-2,4-dimethoxybenzene